N-isopropylmethanimine C(C)(C)N=C